N-quinoxalin-6-yl-benzamide N1=CC=NC2=CC(=CC=C12)NC(C1=CC=CC=C1)=O